(2S,4R)-1-[(2S)-2-(4-cyclopropyltriazol-1-yl)-3,3-dimethyl-butanoyl]-4-hydroxy-N-[(2R,3S)-1-methyl-5-oxo-2-(1,3,5-trimethylpyrazol-4-yl)pyrrolidin-3-yl]pyrrolidine-2-carboxamide C1(CC1)C=1N=NN(C1)[C@H](C(=O)N1[C@@H](C[C@H](C1)O)C(=O)N[C@@H]1[C@H](N(C(C1)=O)C)C=1C(=NN(C1C)C)C)C(C)(C)C